C(CCC\C=C/C=C/CCCC)CC(=O)[O-] (5z,7e)-5,7-dodecadienylacetate